Ethyl N-[(3R,3aS,4S,4aR,7R,8aR,9aR)-4-[(E)-2-[5-(3-fluorophenyl)-2-pyridyl]vinyl]-3-methyl-1-oxo-3a,4,4a,5,6,7,8,8a,9,9a-decahydro-3H-benzo[f]isobenzofuran-7-yl]carbamate FC=1C=C(C=CC1)C=1C=CC(=NC1)/C=C/[C@H]1[C@H]2[C@H](C[C@H]3C(O[C@@H]([C@@H]13)C)=O)C[C@@H](CC2)NC(OCC)=O